1-(3-(6-(pyridin-3-yl)quinazolin-8-yl)pyrrolidin-1-yl)prop-2-en-1-one N1=CC(=CC=C1)C=1C=C2C=NC=NC2=C(C1)C1CN(CC1)C(C=C)=O